3-(carboxymethoxy)cyclooctyne C(=O)(O)COC1C#CCCCCC1